1-ethyl-2-methyl-3H-indolium C(C)[N+]1=C(CC2=CC=CC=C12)C